N-[5-cyano-4-[[(dimethylamino)methylene]amino]-2-methoxyphenyl]-4-(1-piperidinyl)-2-butenamide C(#N)C=1C(=CC(=C(C1)NC(C=CCN1CCCCC1)=O)OC)N=CN(C)C